NC1=NC2=CC=C(C=C2C=C1C)C(=O)N(N(C1=NC=CC=N1)C)CC1=CC=C(C=N1)C=1C=NC(=CC1)F 2-amino-N-((6'-fluoro-[3,3'-bipyridine]-6-yl)methyl)-N',3-dimethyl-N'-(pyrimidin-2-yl)quinoline-6-carbohydrazide